C(C=C)(=O)N1C[C@H](CCC1)C=1C=C(C=CC1)NCC1=CC=C(C=C1)NC1=NC=C(C(=N1)NC1=C(C(=O)NC)C=CC=C1)C(F)(F)F (R)-2-((2-((4-(((3-(1-acryloylpiperidin-3-yl)phenyl)amino)methyl)phenyl)amino)-5-(trifluoromethyl)pyrimidin-4-yl)amino)-N-methylbenzamide